N1=C(C=CC=C1)C=1C(=NC=CC1)C(=O)N1[C@@H]2[C@@H](C[C@H](C1)C2)OC2=NC=C(C=C2)C(F)(F)F [2,3'-bipyridine]-2'-yl-((1S,4R,6R)-6-((5-(trifluoromethyl)pyridin-2-yl)oxy)-2-azabicyclo[2.2.1]hept-2-yl)methanone